BrC1=CC2=C(N=CN=C2N[C@H](C)C2=C(C(=CC=C2)C(F)F)F)N(C1=O)C (R)-6-bromo-4-((1-(3-(difluoromethyl)-2-fluorophenyl)ethyl)amino)-8-methylpyrido[2,3-d]Pyrimidine-7(8H)-one